N1C=CC2=CC(=CC=C12)\C=C/1\C(N(/C(/S1)=N/CC1=CC=CC=C1)CCC1=CC=CC=C1)=O (2Z,5Z)-5-((1H-indol-5-yl)methylene)-2-(benzylimino)-3-phenethylthiazolidin-4-one